NC1=CC=C(C2=CC=CC=C12)OC1=CC(=NC=C1)C(=O)NC 4-((4-aminonaphthalen-1-yl)oxy)-N-methylpyridinamide